C(C)(C)N1[C@H](C(=CCC1)C1=CC=2C(=NC=CC2NC=2C=CC3=C(N=CS3)C2)S1)C (S)-N-(2-(1-isopropyl-2-methyl-1,2,5,6-tetrahydropyridin-3-yl)thieno[2,3-b]pyridin-4-yl)benzo[d]thiazol-5-amine